cyclopentyl 3,3-dimethylazetidine-1-carboxylate CC1(CN(C1)C(=O)OC1CCCC1)C